N-(4-((4-((6-bromo-2-(2,6-dioxopiperidin-3-yl)-1-oxoisoindolin-5-yl)methyl)piperazin-1-yl)methyl)-3-(trifluoromethyl)phenyl)-3-(imidazo[1,2-b]pyridazin-3-ylethynyl)-4-methylbenzamide BrC1=C(C=C2CN(C(C2=C1)=O)C1C(NC(CC1)=O)=O)CN1CCN(CC1)CC1=C(C=C(C=C1)NC(C1=CC(=C(C=C1)C)C#CC1=CN=C2N1N=CC=C2)=O)C(F)(F)F